disodium dodecyl alcohol C(CCCCCCCCCCC)O.[Na].[Na]